FC1=C(C(=CC=C1)OC)C=1C=C2C(=CN1)NN=C2NCC2=CC=C(C=C2)N2CCN(CC2)C 5-(2-fluoro-6-methoxyphenyl)-N-(4-(4-methylpiperazin-1-yl)benzyl)-1H-pyrazolo[3,4-c]pyridin-3-amine